C12(CNC(C(CNC1)C2)C(=O)[O-])C(=O)[O-] 3,7-diazabicyclo[3.3.1]nonane-1,4-dicarboxylate